C(#N)CN1N=C(C2=CC=CC=C12)NC(=O)C=1C=C(C(=O)NC2=C(C=C(C=C2)F)CC(=O)O)C=CC1N1CCCCC1 2-(2-(3-((1-(cyanomethyl)-1H-indazol-3-yl)carbamoyl)-4-(piperidin-1-yl)benzamido)-5-fluorophenyl)acetic acid